(isononyl) methacrylate C(C(=C)C)(=O)OCCCCCCC(C)C